FC(F)(F)C1CCCC2=C1N=C(O2)N (trifluoromethyl)-4,5,6,7-tetrahydrobenzo[d]oxazol-2-amine